The molecule is a polycyclic ether comprising a linear sequence of three trans-fused oxacycles (one oxepine and two pyrans) which corresponds to the ABC ring fragment of ciguatoxin CTX1B. It has a role as an epitope. It is a polycyclic ether and an organic heterotricyclic compound. C1C[C@@H]2[C@H]([C@@H]([C@@H]3[C@@H](O2)CC=C[C@@H](O3)/C=C/[C@@H](CO)O)O)OC1